BrC=1N=NC(=CC1)OC1C[C@@H](N[C@@H](C1)C1CC1)C1CC1 3-bromo-6-(((2R,4s,6S)-2,6-dicyclopropylpiperidin-4-yl)oxy)pyridazine